methyl α-methoxyisobutyrate COC(C(=O)OC)(C)C